5-fluoro-3,4-dihydro-quinolin-2(1H)-one FC1=C2CCC(NC2=CC=C1)=O